6-(4-((3aR,6aS)-5-cyclobutylhexahydropyrrolo[3,4-c]pyrrol-2(1H)-yl)phenyl)-1,4-dimethyl-2-(4-(methylsulfonyl)phenyl)-1H-imidazo[4,5-c]pyridine C1(CCC1)N1C[C@@H]2[C@H](C1)CN(C2)C2=CC=C(C=C2)C2=CC1=C(C(=N2)C)N=C(N1C)C1=CC=C(C=C1)S(=O)(=O)C